4-morpholinoisoindolin-1-one O1CCN(CC1)C1=C2CNC(C2=CC=C1)=O